CC1(OC2=C(O1)C=CC=C2NC(C2=C(C=C(C=C2)NS(=O)(=O)CCO)N2CCC1(CC1)CC2)=O)C N-(2,2-dimethylbenzo[d][1,3]dioxol-4-yl)-4-((2-hydroxyethyl)sulfonamido)-2-(6-azaspiro[2.5]octan-6-yl)benzamide